ClC=1N=C(C2=C(N1)C(=C(S2)C[C@H](C)NC2CCC2)C)NCC=2OC=CC2 2-chloro-6-[(2S)-2-(cyclobutylamino)propyl]-N-[(furan-2-yl)methyl]-7-methylthieno[3,2-d]-pyrimidin-4-amine